N-(5-(2,3-Dihydrobenzo[b][1,4]dioxine-6-carboxamido)-6-methylpyridin-3-yl)-2-(2-(pyrrolidin-1-yl)ethoxy)quinoline-6-carboxamide O1C2=C(OCC1)C=C(C=C2)C(=O)NC=2C=C(C=NC2C)NC(=O)C=2C=C1C=CC(=NC1=CC2)OCCN2CCCC2